C(CCCCCCCCCCCCCCC)(=O)OC1OC=CC=C1 pyranyl palmitate